rac-tert-butyl ({2,5-dioxo-4-[5-(trifluoromethyl)-1,3-thiazol-4-yl]imidazolidin-4-yl}methyl)carbamate O=C1NC([C@](N1)(C=1N=CSC1C(F)(F)F)CNC(OC(C)(C)C)=O)=O |r|